CC1=C(C=C(C(=C1)O)C)CC1=C(C(=CC(=C1)CC)CC1=C(C=C(C(=C1)C)O)C)O 2,6-Bis-[2,5-dimethyl-4-hydroxyphenyl-methyl]-4-ethylphenol